[N+](=O)([O-])C1=C(C=CC=C1C(=O)O)C(=O)O 2-nitro-1,3-benzenedioic acid